2-(1-(6-ethoxypyridin-3-yl)azetidin-3-yl)acetic acid C(C)OC1=CC=C(C=N1)N1CC(C1)CC(=O)O